N-(3-(4'-((3-methoxyoxetan-3-yl)methoxy)-4,5,5',6'-tetrahydro-2H-spiro[furan-3,8'-pyrano[3,4-b]pyridin]-2'-yl)-1-methyl-1H-pyrrolo[2,3-c]pyridin-5-yl)acetamide COC1(COC1)COC1=C2C(=NC(=C1)C1=CN(C3=CN=C(C=C31)NC(C)=O)C)C3(OCC2)COCC3